N1[C@@H](COCC1)C=1C=CC=C2CCN=CC12 8-((R)-morpholin-3-yl)-3,4-dihydroisoquinolin